Diethyl 1-[2-(3,4-dimethylphenyl)-2-oxoethyl]-4-propyl-1H-pyrazole-3,5-dicarboxylate CC=1C=C(C=CC1C)C(CN1N=C(C(=C1C(=O)OCC)CCC)C(=O)OCC)=O